trans-ethyl (1R,2S)-2-[(4R)-4-[2-[2-fluoro-5-[(4,6,7-trifluoro-1H-indol-5-yl)oxy]phenyl]-1H-imidazol-4-yl]-4-methyl-chroman-8-yl]cyclopropanecarboxylate FC1=C(C=C(C=C1)OC=1C(=C2C=CNC2=C(C1F)F)F)C=1NC=C(N1)[C@@]1(CCOC2=C(C=CC=C12)[C@@H]1[C@@H](C1)C(=O)OCC)C